S(=O)(=O)(ON1C2C=C(CN(C1=O)C2)N2N=C(C=C2)C(NCCO[Si](C)(C)C(C)(C)C)=O)[O-].[Na+] sodium [3-[3-[2-[tert-butyl(dimethyl)silyl]oxyethyl carbamoyl]pyrazol-1-yl]-7-oxo-1,6-diazabicyclo[3.2.1]oct-3-en-6-yl] sulfate